ClC=1C=C(C(=C(C=NC(C(=O)O)CC2=CC=C(C=C2)O)C1)OC(C(C)C)=O)OC(C1=CC=C(C=C1)C)=O 2-(5-chloro-2-(isobutyryloxy)-3-(4-methylbenzoyloxy)benzylideneamino)-3-(4-hydroxyphenyl)propanoic acid